(S)-N-(1-(3-chlorophenyl)-2-hydroxyethyl)-3-(pyridin-4-yl)-1,7-dihydroimidazo[4,5-f]indazole-6-carboxamide ClC=1C=C(C=CC1)[C@@H](CO)NC(=O)C=1NC2=C(C=C3C(=NNC3=C2)C2=CC=NC=C2)N1